FC(COCC(F)F)F bisfluoroethyl ether